4-(tetrahydrofurfuryloxy)tetrahydropyran C(C1CCCO1)OC1CCOCC1